C1=CC=CC=2C3=CC=CC=C3C(C12)CO (9H-fluoren-9-yl)methanol